ClC1=C(C=CC=C1)C1=NOC(=C1C(=O)NC1=C(C=CC=C1)\C=C\C(=O)NO)C (E)-3-(2-chlorophenyl)-N-(2-(3-(hydroxyamino)-3-oxoprop-1-en-1-yl)phenyl)-5-methylisoxazole-4-carboxamide